7-fluoro-4-(8-fluoro-2-(((2R,7aS)-2-fluorotetrahydro-1H-pyrrolizin-7a(5H)-yl)methoxy)-4-(((cis)-3-methoxycyclobutyl)amino)-6-(trifluoromethyl)quinazolin-7-yl)benzo[d]thiazol-2-amine FC1=CC=C(C=2N=C(SC21)N)C2=C(C=C1C(=NC(=NC1=C2F)OC[C@]21CCCN1C[C@@H](C2)F)N[C@@H]2C[C@@H](C2)OC)C(F)(F)F